NCCC(C(=S)S)CC (2-aminoethyl)dithiobutyric acid